C12(C(=O)CC(CC1)C2(C)C)CS(=O)(=O)[O-] (±)-camphorsulfonate